NC1=C(C=C(CN2CC(CC2)C(C(=O)OC)(C)C)C=C1)F methyl 2-(1-(4-amino-3-fluorobenzyl)pyrrolidin-3-yl)-2-methylpropanoate